C(C)(C)(C)OC(=O)N1CCC(CC1)C1=NOC(=C1)C(C(=O)O)C(C)C 2-{3-[1-(tert-butoxycarbonyl)piperidin-4-yl]-1,2-oxazol-5-yl}-3-methylbutanoic acid